2-Chloro-4-((3R)-8-(4-(4-((4-(3-((2,6-dioxopiperidin-3-yl)amino)phenyl)-3-oxopiperazin-1-yl)methyl)piperidine-1-carbonyl)phenyl)-3-methyl-2,8-diazaspiro[4.5]decan-2-yl)benzonitrile ClC1=C(C#N)C=CC(=C1)N1CC2(C[C@H]1C)CCN(CC2)C2=CC=C(C=C2)C(=O)N2CCC(CC2)CN2CC(N(CC2)C2=CC(=CC=C2)NC2C(NC(CC2)=O)=O)=O